(R)-4-(8-methyl-2-(piperidin-4-yloxy)-7,8-dihydro-1,6-naphthyridin-6(5H)-yl)pyrazolo[1,5-a]pyridine-7-carbonitrile C[C@@H]1CN(CC=2C=CC(=NC12)OC1CCNCC1)C=1C=2N(C(=CC1)C#N)N=CC2